imino(methyl)(2-(piperidin-4-yl)ethyl)-λ6-sulfanone hydrochloride Cl.N=S(=O)(CCC1CCNCC1)C